ClC1=C(C=CC(=C1)C(F)(F)F)NC(CN1C=2N(C(C(=C1CC)N1CCNCC1)=O)N=C(N2)C=2CC1C(COC1)C2)=O N-(2-Chloro-4-(trifluoromethyl)phenyl)-2-(5-ethyl-7-oxo-6-(piperazin-1-yl)-2-(3,3a,4,6a-tetrahydro-1H-cyclopenta[c]furan-5-yl)-[1,2,4]triazolo[1,5-a]pyrimidin-4(7H)-yl)acetamide